N-methyl-1H-pyrrolo[2,3-b]pyridine-5-carboxamide CNC(=O)C=1C=C2C(=NC1)NC=C2